C(C1=CC=CC=C1)(=O)N1CCN(C2=CC=CC=C12)C(C(C)N1CCCC1)=O 1-(4-Benzoyl-3,4-dihydroquinoxalin-1(2H)-yl)-2-(pyrrolidin-1-yl)propan-1-one